8-[N-(6-carboxy-6-fluorohexyl)-4-(dimethylamino)butanamido]octadecanoic acid C(=O)(O)C(CCCCCN(C(CCCN(C)C)=O)C(CCCCCCC(=O)O)CCCCCCCCCC)F